FCC(CF)O 1,3-difluoro-propan-2-ol